5-bromo-1-{[2-(trimethylsilyl)ethoxy]methyl}imidazol-2-amine BrC1=CN=C(N1COCC[Si](C)(C)C)N